CC=1N=C(NC1)OCCN1CCOCC1 4-(2-((4-methyl-1H-imidazol-2-yl)oxy)ethyl)morpholine